C[N+]1=C(N=CC=C1)C 1,2-dimethylpyrimidinium